5-chloro-3-cyclopropylpyrazine-2-sulfonyl chloride ClC=1N=C(C(=NC1)S(=O)(=O)Cl)C1CC1